BrC=1C(=NC=CC1)OC[C@@H]1N(CCC1)C1=C(C=C2C(C(=CN(C2=C1)C1=CC=C(C=C1)OCCO)C(=O)O)=O)F (R)-7-(2-(((3-bromopyridin-2-yl)oxy)methyl)pyrrolidin-1-yl)-6-fluoro-1-(4-(2-hydroxyethoxy)phenyl)-4-oxo-1,4-dihydroquinoline-3-carboxylic acid